2-((tert-butyldimethyl-silyl)oxy)propionic acid tert-butyl ester C(C)(C)(C)OC(C(C)O[Si](C)(C)C(C)(C)C)=O